6-(1-{[4-(2-aminoethyl)-1H-imidazol-1-yl]acetyl}azetidin-3-yl)oxy-3-(2-boronoethyl)-2-hydroxybenzoic acid NCCC=1N=CN(C1)CC(=O)N1CC(C1)OC1=CC=C(C(=C1C(=O)O)O)CCB(O)O